N(=C=O)[Na] isocyanatosodium